C(C)(=O)NC=1C(=C(C(=CC1)Cl)CC(=O)OC)Cl methyl 2-(3-acetamido-2,6-dichlorophenyl)acetate